2-(1-(5-(2-Fluorophenyl)pyrimidin-2-yl)-3-methyl-1,2,3,6-tetrahydropyridin-4-yl)-N-((S)-2-((6-oxo-5-(triFluoromethyl)-1,6-dihydropyridazin-4-yl)amino)propoxy)acetamide FC1=C(C=CC=C1)C=1C=NC(=NC1)N1CC(C(=CC1)CC(=O)NOC[C@H](C)NC=1C=NNC(C1C(F)(F)F)=O)C